C1CC12N(CCNC2)C(=O)OC(C)(C)C 2-methylpropan-2-yl 4,7-diazaspiro[2.5]octane-4-carboxylate